[O-2].[Ti+4].[Au+3] gold-titanium oxide